3-((2-(3-(dimethylamino)phenoxy)ethoxy)methyl)-N-(3-methoxybenzyl)-N-(3-morpholinobenzyl)aniline CN(C=1C=C(OCCOCC=2C=C(N(CC3=CC(=CC=C3)N3CCOCC3)CC3=CC(=CC=C3)OC)C=CC2)C=CC1)C